FC(CNC(=O)C=1SC=CC1)(F)F N-(2,2,2-trifluoroethyl)-thiophene-2-carboxamide